12-hydroxy-eicosapentaenoic acid OC(C=CC=CC=CC=CC=CC(=O)O)CCCCCCCC